4-ethoxy-N-(4-fluoro-2-methylbenzo[d]oxazol-6-yl)-2-(piperazin-1-yl)pyrimidine-5-carboxamide C(C)OC1=NC(=NC=C1C(=O)NC1=CC2=C(N=C(O2)C)C(=C1)F)N1CCNCC1